7-(5-(azetidin-3-yloxy)pentyl)-3,3-dimethyl-1,2,3,4-tetrahydro-1,8-naphthyridine dihydrochloride Cl.Cl.N1CC(C1)OCCCCCC1=CC=C2CC(CNC2=N1)(C)C